C(C1=CC=CC=C1)OC=1C(=CC2=C(NC([C@H]3N(C2=O)C[C@@H](C3)NC(OC(C)(C)C)=O)=O)C1)OC tert-butyl ((2R,11aS)-8-(benzyloxy)-7-methoxy-5,11-dioxo-2,3,5,10,11,11a-hexahydro-1H-benzo[e]pyrrolo[1,2-a][1,4]diazepin-2-yl)carbamate